4-hydroxy-6,10-dimethyl-undec-6,9-dien-2-one OC(CC(C)=O)CC(=CCC=C(C)C)C